C(C)C(C(=O)[O-])CCCC.C(C)C(C(=O)[O-])CCCC.[Zn+2] zinc (II) di(2-ethylhexanoate)